ClC=1C=C(C(=NC1)N1C([C@H](N(C(C1)=O)CC1=CC=C(C=C1)C)C1CC(C1)O)=O)F (R)-1-(5-chloro-3-fluoro-pyridin-2-yl)-3-((1s,3S)-3-hydroxycyclobutyl)-4-(4-methylbenzyl)piperazine-2,5-dione